methoxymethyl-1,4-diaminobenzene COCC1=C(C=CC(=C1)N)N